ClC=1C2=C(N=CN1)N(C(=C2C2=NOC(=C2C(=O)OCC2=CC=CC=C2)C2CC2)C)C2(CC2)C Benzyl 3-(4-chloro-6-methyl-7-(1-methylcyclopropyl)-7H-pyrrolo[2,3-d]pyrimidin-5-yl)-5-cyclopropylisoxazole-4-carboxylate